tert-butyl (3-hydroxyadamantan-1-yl)carbamate OC12CC3(CC(CC(C1)C3)C2)NC(OC(C)(C)C)=O